ClC(OC1=CC=C(C=C1)NC(=O)C1=CNC(C(=C1)OC)=O)(F)F N-[4-[Chloro(difluoro)methoxy]phenyl]-5-methoxy-6-oxo-1H-pyridine-3-carboxamide